C1(=CC=CC=C1)P(C1=CC=CC=C1)C(C(C)(C)C)P(C1=CC=CC=C1)C1=CC=CC=C1 bis(diphenylphosphino)-2,2-dimethylpropane